C1(CC1)C=1C=C(C(=O)O)C=CC1N1N=NN=C1SCC(=O)C1=CC=C(C=C1)NS(=O)(=O)C 3-cyclopropyl-4-(5-((2-(4-(methylsulfonamido)phenyl)-2-oxoethyl)thio)-1H-tetrazol-1-yl)benzoic acid